C(C)(=O)OCC(=O)N([C@H](C(C)(C)C)C=1N(C=C(N1)C1=C(C=CC(=C1)F)F)CC1=CC=CC=C1)CC1CCN(C1)C(=O)OC(C)(C)C 4-{[(Acetoxyacetyl){(1R)-1-[1-benzyl-4-(2,5-difluorophenyl)-1H-imidazol-2-yl]-2,2-dimethylpropyl}amino]methyl}-1-(tert-butoxycarbonyl)pyrrolidin